1-((1S,2S)-2-Hydroxycyclohexyl)-3-((2-(2,2,2-trifluoroethoxy)pyridin-4-yl)methyl)urea O[C@@H]1[C@H](CCCC1)NC(=O)NCC1=CC(=NC=C1)OCC(F)(F)F